COC1=CC=C(C=C1)N(C1=CC=C(C=C1)B(O)O)C1=CC=C(C=C1)OC (4-(di(4-methoxyphenyl)amino)phenyl)boronic acid